N-(2-(2-(3-(5-(9-ethyl-6-((methylamino)methyl)-9H-carbazol-2-yl)thiophen-3-yl)propanamido)ethoxy)ethyl)benzamide C(C)N1C2=CC=C(C=C2C=2C=CC(=CC12)C1=CC(=CS1)CCC(=O)NCCOCCNC(C1=CC=CC=C1)=O)CNC